7-hydroxytridecane-1,3-diyldioleate OC(CCCC(CCCCCCCCCC\C=C/CCCCCCCC(=O)[O-])CCCCCCCC\C=C/CCCCCCCC(=O)[O-])CCCCCC